C(#C)C1=CC=C(C=C1)C1=COC=C1 3-(4-ethynylphenyl)furan